N-[2-[(2R)-1-methylpyrrolidin-2-yl]-1-[[2-(trimethylsilyl)ethoxy]methyl]pyrrolo[3,2-c]pyridin-6-yl]-1,1-diphenylmethanimine CN1[C@H](CCC1)C1=CC=2C=NC(=CC2N1COCC[Si](C)(C)C)N=C(C1=CC=CC=C1)C1=CC=CC=C1